(R)-2-(3-isopropyl-2-(2-methylpyridin-4-yl)-1H-indol-5-yl)-2-methyl-N-(piperidin-3-yl)propionamide C(C)(C)C1=C(NC2=CC=C(C=C12)C(C(=O)N[C@H]1CNCCC1)(C)C)C1=CC(=NC=C1)C